ClC1=CC=C(S1)CNC1=CC(=NN1C(C(CO)(C)C)=O)C1CCN(CC1)C(CN1CCOCC1)=O 1-(5-{[(5-Chlorothiophen-2-yl)methyl]amino}-3-{1-[2-(morpholin-4-yl)acetyl]piperidin-4-yl}-1H-pyrazol-1-yl)-3-hydroxy-2,2-dimethylpropan-1-on